BrC1=CC=C(C(=N1)OC)CNC(OC[C@H]1NC(CC1)=O)=O (S)-(5-oxopyrrolidin-2-yl)methyl ((6-bromo-2-methoxypyridin-3-yl)methyl)carbamate